(E)-N2-[(2E)-3-(naphthalen-2-yl)prop-2-en-1-ylidene]-L-arginine C1=C(C=CC2=CC=CC=C12)/C=C/C=N[C@@H](CCCN\C(\N)=N\[H])C(=O)O